4-[2-[[2-(1-benzothiophen-3-yl)-9-propan-2-ylpurin-6-yl]amino]ethyl]phenol S1C=C(C2=C1C=CC=C2)C2=NC(=C1N=CN(C1=N2)C(C)C)NCCC2=CC=C(C=C2)O